4-azido-2,3,5,6-tetrafluorobenzoyl chloride N(=[N+]=[N-])C1=C(C(=C(C(=O)Cl)C(=C1F)F)F)F